C(#N)C=1C=C(C=CC1)NC(NC1=CC=C(OC2CN(C2)C=2C(=C(C(=O)OC)C=CC2)N2C=CC=C2)C=C1)=S Methyl 3-(3-(4-(3-(3-cyanophenyl)thioureido)phenoxy) azetidin-1-yl)-2-(1H-pyrrol-1-yl)benzoate